(1S,3R)-3-acetamido-N-(5-chloro-4-(3-(1,1-difluoro-2-hydroxypropan-2-yl)-7-fluoro-2-methyl-2H-indazol-5-yl)pyridin-2-yl)cyclohexane-1-carboxamide C(C)(=O)N[C@H]1C[C@H](CCC1)C(=O)NC1=NC=C(C(=C1)C1=CC2=C(N(N=C2C(=C1)F)C)C(C(F)F)(C)O)Cl